4-nitroquinazoline [N+](=O)([O-])C1=NC=NC2=CC=CC=C12